acetic acid tert-butyl ester bromide [Br-].C(C)(C)(C)OC(C)=O